O=C1NC(CCC1N1C(C2=CC=C(C=C2C1=O)NCCCCCCCCC(=O)O)=O)=O 9-[[2-(2,6-dioxopiperidin-3-yl)-1,3-dioxoisoindol-5-yl]amino]nonanoic acid